CC(C)(CCC(C)(OOC(C)(C)C)C)OOC(C)(C)C 2,5-di-methyl-2,5-di(t-butyl-peroxy)hexane